[Si](C)(C)(C(C)(C)C)OC[C@H](C(=C)C1CC1)N (S)-1-(tert-butyldimethylsilyloxy)-3-cyclopropylbut-3-en-2-amine